[F-].[Sr+2].[F-] Strontium fluorid